N-(8-(ethylamino)-5-((5-methoxypyridin-2-yl)ethynyl)-2,7-naphthyridin-3-yl)cyclopropanecarboxamide C(C)NC=1N=CC(=C2C=C(N=CC12)NC(=O)C1CC1)C#CC1=NC=C(C=C1)OC